6-(5-(2,4-dimethylpyridin-3-yl)-1H-pyrrolo[2,3-b]pyridin-3-yl)-1-isopropyl-2-methyl-1H-imidazo[4,5-c]pyridine CC1=NC=CC(=C1C=1C=C2C(=NC1)NC=C2C2=CC1=C(C=N2)N=C(N1C(C)C)C)C